1-(4-(2-(4-chlorophenyl)-but-3-yn-2-yl)thiazol-2-yl)-3-(1-(hydroxymethyl)-cyclopropyl)urea ClC1=CC=C(C=C1)C(C)(C#C)C=1N=C(SC1)NC(=O)NC1(CC1)CO